C1(CC1)/C(=C/C(=O)OCC)/C1=CC(=NC=C1)OCC1CCN(CC1)C(=O)[O-] (Z)-4-(((4-(1-cyclopropyl-3-ethoxy-3-oxoprop-1-en-1-yl)pyridin-2-yl)oxy)methyl)piperidine-1-carboxylate